tert-Butyl (S)-4-(((benzyloxy)carbonyl)amino)-5-((3,5-dimethoxyphenyl)amino)-5-oxopentanoate C(C1=CC=CC=C1)OC(=O)N[C@@H](CCC(=O)OC(C)(C)C)C(=O)NC1=CC(=CC(=C1)OC)OC